4-Chloro-N-(8,9-difluoro-6-oxo-1,2,3,4,5,6-hexahydrobenzo[c][1,7]naphthyridin-1-yl)-3,5-difluoro-N-methylbenzamide ClC1=C(C=C(C(=O)N(C)C2C=3C4=C(C(NC3CNC2)=O)C=C(C(=C4)F)F)C=C1F)F